C(C)C1=NOC(=C1I)C(=O)O 3-ethyl-4-iodo-isoxazole-5-carboxylic acid